methyl (E)-3-(4-bromo-2,6-dimethoxyphenyl)acrylate BrC1=CC(=C(C(=C1)OC)/C=C/C(=O)OC)OC